ClC=1N=C(N=NC1C(=O)OCC)SC ethyl 5-chloro-3-methylsulfanyl-1,2,4-triazine-6-carboxylate